C(CC)OC(C)OC(=O)C1C2C=CC(C1)C2=O 5-(1-(1-n-propoxy)ethoxycarbonyl)-7-oxo-bicyclo[2.2.1]Hept-2-ene